O=C1CC=2C(C=3N(C1)N=C1C3CN(CC1)C(=O)OC(C)(C)C)=NOC2 Tert-Butyl 5-oxo-5,6,9,10-tetrahydro-4H-isoxazolo[3,4-c]pyrido[4',3':3,4]pyrazolo[1,5-a]-azepine-11(12H)-carboxylate